ClC1=CC=C(C=C1)[C@@]1(N(C(C2=CC(=CC=C12)C(C)(C)O)=O)CC1=CC=C(C=C1)C#C)OCC1(CC1)CO (3R)-3-(4-Chlorophenyl)-2-[(4-ethynylphenyl)methyl]-3-{[1-(hydroxymethyl)cyclopropyl]methoxy}-6-(2-hydroxypropan-2-yl)-2,3-dihydro-1H-isoindol-1-on